ClC1=C(C=CC=C1)NC1=CC(=C(C=C1)N)F N1-(2-chlorophenyl)-3-fluorobenzene-1,4-diamine